1-[2-Amino-6-(3,5-dimethyloxy-phenyl)-pyrido[2,3-d]pyrimidin-7-yl]-3-tert-butyl-urea NC=1N=CC2=C(N1)N=C(C(=C2)C2=CC(=CC(=C2)OC)OC)NC(=O)NC(C)(C)C